4-methyl-d3-1-oxo-1λ6-thiomorpholine C(N1CC[SH2](CC1)=O)([2H])([2H])[2H]